(S)-methyl 3-((2-(benzyloxy)phenyl)thio)-2-((tert-butoxycarbonyl)amino)propanoate C(C1=CC=CC=C1)OC1=C(C=CC=C1)SC[C@H](C(=O)OC)NC(=O)OC(C)(C)C